(S)-(1-((5-bromo-2-fluorophenyl)amino)-3-(tert-butoxy)-1-oxoprop-2-yl)carbamic acid tert-butyl ester C(C)(C)(C)OC(N[C@H](C(=O)NC1=C(C=CC(=C1)Br)F)COC(C)(C)C)=O